The molecule is a non-proteinogenic alpha-amino acid that is alanine substituted at position 3 by a 2-hydroxy-1,4-benzoquinon-5-yl group. It is a non-proteinogenic alpha-amino acid and a member of monohydroxy-1,4-benzoquinones. It is a tautomer of a topaquinone zwitterion. C1=C(C(=CC(=O)C1=O)O)CC(C(=O)O)N